C(C)(=O)OCCCC(C(=O)OCC=C)C1=CC=C(C=C1)C1(COC1)N(COCC[Si](C)(C)C)S(=O)C(C)(C)C (±)-Allyl 5-acetoxy-2-[4-[3-[tert-butylsulfinyl(2-trimethylsilylethoxymethyl)amino]oxetan-3-yl] phenyl]pentanoate